CC(CCCCCC1=NOC(=N1)CC(C(=O)OC(C)(C)C)=C)C tert-butyl 2-((3-(6-methylheptyl)-1,2,4-oxadiazol-5-yl)methyl)acrylate